Tetramethylimidazolium CC1=C([N+](=C(N1)C)C)C